2-(1-(2-((2-fluoro-4-((2-(2-fluoro-3-nitrophenyl)propan-2-yl)sulfonyl)phenyl)thio)-5-methoxy-6-((5-methyl-1H-pyrazol-3-yl)amino)pyrimidin-4-yl)piperidin-4-yl)-N,N-dimethylacetamide FC1=C(C=CC(=C1)S(=O)(=O)C(C)(C)C1=C(C(=CC=C1)[N+](=O)[O-])F)SC1=NC(=C(C(=N1)N1CCC(CC1)CC(=O)N(C)C)OC)NC1=NNC(=C1)C